6-amino-2-(2,8-diazaspiro[4.5]decan-2-yl)-5H-benzo[4',5']thiazolo[3',2':1,6]pyrido[2,3-d]pyrimidin-5-one NC=1C(C2=C(N=C(N=C2)N2CC3(CC2)CCNCC3)N3C1SC1=C3C=CC=C1)=O